N,N,N-trimethylmethylammonium C[N+](C)(C)C